(5R)-2-[(3R)-5,5-difluoropiperidin-3-yl]-5-methyl-1λ6,2-thiazolidine-1,1-dione, (1S)-(+)-10-camphorsulfonic acid salt [C@]12(C(=O)CC(CC1)C2(C)C)CS(=O)(=O)O.FC2(C[C@H](CNC2)N2S([C@@H](CC2)C)(=O)=O)F